C(C=C)(=O)OCC(COCCC[Si](O[Si](C)(C)C)(O[Si](C)(C)C)C)(O)C 2-propenoic acid, 2-methyl-2-hydroxy-3-[3-[1,3,3,3-tetramethyl-1-[(trimethylsilyl)oxy]disiloxanyl]propoxy]propyl ester